N[C@H]1[C@H]2CC[C@@H](C1)N2C(=O)C2=CC1=C(N(C(=N1)C=1N(C3=CC(=CC=C3C1)N(C(OC)=O)C)CC1CC1)C)C(=C2)OC methyl (2-(5-((1R,2R,4S)-2-amino-7-azabicyclo[2.2.1]heptane-7-carbonyl)-7-methoxy-1-methyl-1H-benzo[d]imidazol-2-yl)-1-(cyclopropylmethyl)-1H-indol-6-yl)(methyl)carbamate